NC1=NC2=CC=C(C=C2C=N1)C=1C=C(C=CC1F)NS(=O)(=O)C=1C(=NC=C(C1)Cl)OC N-[3-(2-aminoquinazolin-6-yl)-4-fluorophenyl]-5-chloro-2-methoxypyridine-3-sulfonamide